BrC=1C=C(CNC2=C(C=C(C(=O)OC)C=C2[N+](=O)[O-])OC)C=CC1 methyl 4-((3-bromobenzyl)amino)-3-methoxy-5-nitrobenzoate